N1=CC=CC2=CC(=CC=C12)C1(CC1)C1=CN=C2N1N=C(C=N2)C2=CC=C(C(=O)O)C=C2 4-[7-(1-quinolin-6-ylcyclopropyl)imidazo[1,2-b][1,2,4]triazin-2-yl]benzoic Acid